6-chloro-5-((3-(trifluoromethyl)benzyl)oxy)-1H-indole ClC1=C(C=C2C=CNC2=C1)OCC1=CC(=CC=C1)C(F)(F)F